thia[5,8]diazacyclotridecin S1C=CC=NC=CN=CC=CC=C1